C(CCCCC\C=C/CCCCCCCCCC)(=O)O (Z)-7-octadecenoic acid